N-((2S,3S,4R)-3,4-bis(benzyloxy)-1-{[(1S,2S,3S,4S,5R)-2,3,4-tris(Benzyloxy)-5-(hydroxymethyl)cyclohexyl]oxy}octadecane-2-yl)hexacosanamide C(C1=CC=CC=C1)O[C@@H]([C@H](CO[C@@H]1[C@@H]([C@H]([C@H]([C@H](C1)CO)OCC1=CC=CC=C1)OCC1=CC=CC=C1)OCC1=CC=CC=C1)NC(CCCCCCCCCCCCCCCCCCCCCCCCC)=O)[C@@H](CCCCCCCCCCCCCC)OCC1=CC=CC=C1